(5-bromo-1-methyl-1H-indol-3-yl)-2,2-difluoroethane-1-ol BrC=1C=C2C(=CN(C2=CC1)C)C(C(F)F)O